C(C)(C)(C)OC(=O)N1C(C(C1)C)C(=O)NNC1=NC=CC(=C1)Br [2-(4-bromopyridin-2-yl)hydrazinecarbonyl]-3-Methylazetidine-1-carboxylic acid tert-butyl ester